tert-butyl 5-((3-fluorophenyl) (hydroxy) methyl)-4-methylthiazol-2-ylcarbamate FC=1C=C(C=CC1)C(C1=C(N=C(S1)NC(OC(C)(C)C)=O)C)O